1-(5-Chloro-1,3-benzoxazol-2-yl)piperidin-4-amine ClC=1C=CC2=C(N=C(O2)N2CCC(CC2)N)C1